C/C(=C\\CC[C@]1([C@@H]2[C@@H]3C[C@@H]4C[C@]2(C[C@@]4(O3)C)C=CC1=O)C)/C(=O)N[C@@H](CCC(=O)N)C(=O)OC The molecule is a carboxylic ester of homoplatensimide A isolated from Streptomyces platensis. It has a role as a bacterial metabolite. It is a cyclic ether, a cyclic ketone, a polycyclic cage, an enamide, a methyl ester, a primary carboxamide and a secondary carboxamide. It derives from a homoplatensimide A.